Tricarboxytriphenylamin C(=O)(O)C1=C(C(=C(C=C1)N(C1=CC=CC=C1)C1=CC=CC=C1)C(=O)O)C(=O)O